Cl.N[C@@H](C(=O)NC(C(=O)NCC1=CC=C(C=C1)C(=N)NC(OCC1=CC=CC=C1)=O)CF)CCC1=CC=CC=C1 Benzyl ((4-((2-((R)-2-amino-4-phenylbutanamido)-3-fluoropropanamido)methyl)phenyl)(imino)methyl)carbamate hydrochloride